6-[(1,3-dioxoisoindolin-2-yl)methyl]-3-methyl-4,5,6,7-tetrahydro-1H-indole-2-carbaldehyde O=C1N(C(C2=CC=CC=C12)=O)CC1CCC=2C(=C(NC2C1)C=O)C